9-(4-(1,3-dioxolan-2-yl)phenyl)-3-bromo-9H-carbazole O1C(OCC1)C1=CC=C(C=C1)N1C2=CC=CC=C2C=2C=C(C=CC12)Br